ClC1=C(C=CC=C1C)NC(=O)C1(CCNCC1)NC(=O)[C@H]1N(CC2=CC=CC=C2C1)C(CCC(C1=CC=CC=C1)=O)=O (S)-N-(4-((2-CHLORO-3-METHYLPHENYL)CARBAMOYL)PIPERIDIN-4-YL)-2-(4-OXO-4-PHENYLBUTANOYL)-1,2,3,4-TETRAHYDROISOQUINOLINE-3-CARBOXAMIDE